C(C)OC(=O)C1C2CN(CC1CC2)CC2=CC=CC=C2 3-Benzyl-3-azabicyclo[3.2.1]octane-8-carboxylic acid ethyl ester